6-(Azetidin-1-yl)-4-fluoro-N-(2-hydroxy-6-methylbenzene-1-sulfonyl)-1-benzofuran-2-carboxamide N1(CCC1)C1=CC2=C(C=C(O2)C(=O)NS(=O)(=O)C2=C(C=CC=C2C)O)C(=C1)F